C(CCC)N(C(=O)OCC)CC1=C(C(=O)OCC)C=CC=C1 ethyl 2-((butyl(ethoxycarbonyl)amino)methyl)benzoate